(S)-3-(7,7-difluoro-3-((2-hydroxy-1-phenylethyl)carbamoyl)-4,5,6,7-tetrahydro-1H-indazol-1-yl)pyrazine 1-oxide FC1(CCCC=2C(=NN(C12)C=1C=[N+](C=CN1)[O-])C(N[C@H](CO)C1=CC=CC=C1)=O)F